N-(2-(difluoromethoxy)pyridin-4-yl)-4-phenyl-6-(piperidin-4-yl)pyrimidin-2-amine FC(OC1=NC=CC(=C1)NC1=NC(=CC(=N1)C1=CC=CC=C1)C1CCNCC1)F